O=C1CC[C@@H]2CC[C@H](CN12)C(=O)O (6R,8aS)-3-oxooctahydroindolizine-6-carboxylic acid